4-(1-(6-(4-fluoro-1H-pyrazol-1-yl)pyridin-3-yl)ethyl)-2,5-dioxo-1,4,9-triazaspiro[5.5]undecane-9-carboxylic acid tert-butyl ester C(C)(C)(C)OC(=O)N1CCC2(C(N(CC(N2)=O)C(C)C=2C=NC(=CC2)N2N=CC(=C2)F)=O)CC1